2-(diphenylphosphoryl)-1-(pyridin-3-yl)ethan-1-one C1(=CC=CC=C1)P(=O)(C1=CC=CC=C1)CC(=O)C=1C=NC=CC1